2-(5-(2-(dimethylamino)ethyl)-4-methyl-2-oxopyridin-1(2H)-yl)-4-methylpentanoic acid Ethyl-2-(5-(2-(dimethylamino)ethyl)-4-methyl-2-oxopyridin-1(2H)-yl)-4-methylpentanoate C(C)OC(C(CC(C)C)N1C(C=C(C(=C1)CCN(C)C)C)=O)=O.CN(CCC=1C(=CC(N(C1)C(C(=O)O)CC(C)C)=O)C)C